O=C1NC=2N(C(C1)=O)N=C(C2)C(=O)OCC ethyl 5,7-dioxo-4,5,6,7-tetrahydropyrazolo[1,5-a]pyrimidine-2-carboxylate